Tert-butyl N-[(1R)-2-[3-[[4-[1-(2,6-dioxo-3-piperidyl)-3-methyl-2-oxo-benzimidazol-4-yl] piperazin-1-yl]methyl] cyclobutoxy]-1-methyl-ethyl]carbamate O=C1NC(CCC1N1C(N(C2=C1C=CC=C2N2CCN(CC2)CC2CC(C2)OC[C@@H](C)NC(OC(C)(C)C)=O)C)=O)=O